2-((2S,6R)-4-(tert-butoxycarbonyl)-2,6-dimethylpiperazin-1-yl)Acetic acid C(C)(C)(C)OC(=O)N1C[C@@H](N([C@@H](C1)C)CC(=O)O)C